5-(3-((4-aminopiperidin-1-yl)methyl)azetidin-1-yl)-2-(2,6-dioxopiperidin-3-yl)-6-fluoroisoindoline-1,3-dione NC1CCN(CC1)CC1CN(C1)C=1C=C2C(N(C(C2=CC1F)=O)C1C(NC(CC1)=O)=O)=O